C(C)(=O)C1(C(C1)C=C)C(=O)NC1=CC(=CC=C1)C 1-acetyl-N-(3-methyl-phenyl)-2-vinylcyclopropane-1-formamide